C(C)OC(=O)C=1N(C(=C(C1C)S(=O)(=O)C1=CC=C(C)C=C1)C)CCCOC1=CC(=C(C(=C1)C)Cl)C 1-(3-(4-chloro-3,5-dimethylphenoxy)propyl)-3,5-dimethyl-4-(p-toluenesulfonyl)-1H-pyrrole-2-carboxylic acid ethyl ester